FC=1C=NC(=NC1)NC1=NNC(=C1)C 5-fluoro-2-((5-methyl-1H-pyrazol-3-yl)amino)pyrimidin